5-hydroxy-3-methyl-1,4-naphthoquinone OC1=C2C(C(=CC(C2=CC=C1)=O)C)=O